((6-fluoro-2-methylpyridin-3-yl)oxy)-4-methyl-5-(trifluoromethyl)nicotinic acid FC1=CC=C(C(=N1)C)OC1=C(C(=O)O)C(=C(C=N1)C(F)(F)F)C